phenylimino-2-pentyl-carboxylate C1(=CC=CC=C1)N=CCCC(C)C(=O)[O-]